5-iodopyridazin-3(2H)-one IC1=CC(NN=C1)=O